2-(3,4-dihydroxyphenyl)-3,7-dihydroxychromen-4-one 2-(Trimethylsilyl)ethyl-N6-beta-alanyl-N2-{[2-(trimethylsilyl)ethoxy]carbonyl}-L-lysinat C[Si](CCOC([C@@H](NC(=O)OCC[Si](C)(C)C)CCCCNC(CCN)=O)=O)(C)C.OC=1C=C(C=CC1O)C=1OC2=CC(=CC=C2C(C1O)=O)O